FC1=CC=C(C=C1)N1N=C(C=C1)CC(=O)NC1=NNC(=C1)C(F)(F)F 2-(1-(4-fluorophenyl)-1H-pyrazol-3-yl)-N-(5-(trifluoromethyl)-1H-pyrazol-3-yl)acetamide